4-(4-amino-7-(2-hydroxyethyl)-7H-pyrrolo[2,3-d]pyrimidin-5-yl)phenyl-2-oxo-1-phenyl-1,2,4,5,6,7-hexahydropyrazolo[1,5-a]pyridine-3-carboxamide NC=1C2=C(N=CN1)N(C=C2C2=CC=C(C=C2)C2C=1N(CCC2)N(C(C1C(=O)N)=O)C1=CC=CC=C1)CCO